N-(2-fluoro-4-(hydrazinecarbonyl)benzyl)-N-(2-(trifluoromethyl)phenyl)methanesulfonamide FC1=C(CN(S(=O)(=O)C)C2=C(C=CC=C2)C(F)(F)F)C=CC(=C1)C(=O)NN